N-{8-(4-chlorophenoxy)-2-methoxy-5,6,7,8-tetrahydroquinolin-5-yl}acrylamide ClC1=CC=C(OC2CCC(C=3C=CC(=NC23)OC)NC(C=C)=O)C=C1